(R)-2-(3-((1-acryloylpyrrolidin-2-yl)ethynyl)pyridin-4-yl)-3-((3-fluoro-2-methoxyphenyl)amino)-1,5,6,7-tetrahydro-4H-pyrrolo[3,2-c]pyridin-4-one C(C=C)(=O)N1[C@H](CCC1)C#CC=1C=NC=CC1C1=C(C=2C(NCCC2N1)=O)NC1=C(C(=CC=C1)F)OC